BrC1=CC2=C(N(C(N(C2=O)C2=CN=CC3=CC=CC=C23)=O)CCC#N)S1 3-[6-bromo-3-(4-isoquinolyl)-2,4-dioxo-thieno[2,3-d]pyrimidin-1-yl]propanenitrile